BrC1=CC(=NC2=C1OCCN2)C2=C(C=CC(=C2)Cl)F 8-bromo-6-(5-chloro-2-fluorophenyl)-2H,3H,4H-pyrido[3,2-b][1,4]oxazine